NC1=C(C=CC=C1)C=1OC[C@@H](N1)C (S)-2-(2-aminophenyl)-4-(methyl)-4,5-dihydrooxazole